C(C)(C)(C)OOC(C)(C#CC(C)(C)OOC(C)(C)C)C 2,5-Bis(tert-Butylperoxy)-2,5-dimethyl-3-hexyne